CC1=C(C=2N(C=C1C=1NC3=CC=C(C=C3C1C(C)C)C1CC(C1)NC1COC1)N=CN2)C N-(3-(2-(7,8-dimethyl-[1,2,4]triazolo[1,5-a]pyridin-6-yl)-3-isopropyl-1H-indol-5-yl)cyclobutyl)oxetan-3-amine